[Cl-].ClC=1C=C(C(=O)N[C@@H]2C[C@@H](CC2)[NH3+])C=C(C1)F (1R,3S)-3-(3-chloro-5-fluorobenzamido)cyclopentan-1-aminium chloride